bisbenzylcyclooctene C(C1=CC=CC=C1)C1=C(CCCCCC1)CC1=CC=CC=C1